C(C)C1=C(C=CC(=C1)O)N=C(N)C1=C(C=2N(N=C1)C=CC2)NC2C1CC3CC(CC2C3)(C1)O N'-(2-ethyl-4-hydroxy-phenyl)-4-((5-hydroxy-2-adamantyl)amino)pyrrolo-[1,2-b]pyridazine-3-carboxamidine